(3R)-N-cyclopentyl-1-(6-((4-(6-methoxy-1H-indazol-4-yl)-1H-1,2,3-triazol-1-yl)methyl)pyridazin-3-yl)piperidin-3-amine C1(CCCC1)N[C@H]1CN(CCC1)C=1N=NC(=CC1)CN1N=NC(=C1)C1=C2C=NNC2=CC(=C1)OC